FC1=CC(=C(C=C1C1=CC=CC=C1)NC(=O)C1=CNC(C=C1C(F)(F)F)=O)N1C[C@H](N([C@H](C1)C)C)C |r| N-[4-fluoro-5-phenyl-2-[rac-(3R,5S)-3,4,5-trimethylpiperazin-1-yl]phenyl]-6-oxo-4-(trifluoromethyl)-1H-pyridine-3-carboxamide